FC=1C=C2CN(C(C2=CC1OCC1=NC=C(C=C1)OC)=O)C1=NC=C(N=C1)O 5-fluoro-2-(5-hydroxypyrazin-2-yl)-6-((5-methoxypyridin-2-yl)methoxy)isoindolin-1-one